C(=O)O.CN1C(NC(C1)=O)=O methylimidazolidine-2,4-dione, formic acid salt